5-(piperazin-1-yl)quinolin-2-ol N1(CCNCC1)C1=C2C=CC(=NC2=CC=C1)O